ClC1=CC(=NC2=NC=C(C=C12)N1CCNCC1)C=1C=C(C=2N(N1)C=C(N2)C)C 4-chloro-2-{2,8-dimethylimidazo[1,2-b]pyridazin-6-yl}-6-(piperazin-1-yl)-1,8-naphthyridine